O=C(C(=O)[O-])CCCCCCCCCC ketolaurate